BrC=1C=C(C2=C(N=NN2)C1)C(=O)O 6-bromo-3H-benzotriazole-4-carboxylic acid